ClC=1C(=NC=CC1)N1N=C(C=C1C(=O)O)OCC(F)F 2-(3-chloro-2-pyridinyl)-5-(2,2-difluoroethoxy)pyrazole-3-carboxylic acid